4-nitrophenyl (E)-3-(2-methoxy-5-(4-(3,4,5-trimethoxyphenyl)oxazol-5-yl)phenoxy)acrylate COC1=C(O/C=C/C(=O)OC2=CC=C(C=C2)[N+](=O)[O-])C=C(C=C1)C1=C(N=CO1)C1=CC(=C(C(=C1)OC)OC)OC